N1C(=CC2=CC=CC=C12)CC=1NC(=NN1)[C@H]1N([C@@H]2CC[C@H]1C2)C(=O)OC(C)(C)C Tert-butyl (1R,3S,4S)-3-(5-((1H-indol-2-yl)methyl)-4H-1,2,4-triazol-3-yl)-2-azabicyclo[2.2.1]heptane-2-carboxylate